C1(=CC=CC=C1)S(=O)(=O)N1C2=C(OCC1)C(=CN=C2)C2=CC=C(C#N)C=C2 4-(4-(phenylsulfonyl)-3,4-dihydro-2H-pyrido[4,3-b][1,4]oxazine-8-yl)benzonitrile